C(#N)C=1C=NN2C1C(=CC(=C2)OCC(C)(C)O)C=2C=CC(=NC2)N2CCC(CC2)(C)NC(CC2=CC=CC=C2)=O N-(1-(5-(3-cyano-6-(2-hydroxy-2-methylpropoxy)pyrazolo[1,5-a]pyridin-4-yl)pyridin-2-yl)-4-methylpiperidin-4-yl)-2-phenylacetamide